4,4-diaminobenzene NC1(CC=CC=C1)N